1,2-dihydro-2-oxo-pyridin-3-ylboronic acid O=C1NC=CC=C1B(O)O